COC(CCCCCC(C)C)=O iso-nonanoic acid methyl ester